N1=NN=NC1=C1N=NN=N1 5,5'-bitetrazole